N1(CCCCC1)CCOC1=CC=C(C=C1)C1=CC=C2C(=CC=NC2=C1)NC=1C=CC2=C(N=CS2)C1 N-(7-(4-(2-(piperidin-1-yl)ethoxy)phenyl)quinolin-4-yl)benzo[d]thiazol-5-amine